3-[(3R)-3-fluoropyrrolidin-1-yl]-N-[6-[2-[[(1S,2S)-2-hydroxycyclopentoxy]methyl]pyrimidin-5-yl]-1,3-benzothiazol-2-yl]cyclobutanecarboxamide F[C@H]1CN(CC1)C1CC(C1)C(=O)NC=1SC2=C(N1)C=CC(=C2)C=2C=NC(=NC2)CO[C@@H]2[C@H](CCC2)O